(R)-6-(3-(4-chloro-3-fluorophenyl)isoxazolidin-2-yl)-N-(2-methoxy-4-(4-(4-methylpiperazine-1-yl)piperidin-1-yl)phenyl)pyrimidin-4-amine ClC1=C(C=C(C=C1)[C@@H]1N(OCC1)C1=CC(=NC=N1)NC1=C(C=C(C=C1)N1CCC(CC1)N1CCN(CC1)C)OC)F